COC=1C=C(C=C(C1)OC)C1=CC=C(C(=N1)N1C(C[C@@H](C1)C)(C)C)C(=O)NS(=O)(=O)C=1C(NC=CC1)=O 6-(3,5-Dimethoxyphenyl)-N-[(2-oxo-1H-pyridin-3-yl)sulfonyl]-2-[(4S)-2,2,4-trimethylpyrrolidin-1-yl]pyridin-3-carboxamid